magnesium oxide yttrium [Y+3].[O-2].[Mg+2]